CC(CS(=O)(=O)[O-])C 2-methylpropyl-sulfonate